C(C)(C)(C)OC(=O)N(CCC[C@H](COC1=C(C=CC(=C1)C)S(=O)(=O)N1[C@@H](CCC1)C(=O)OC(C)(C)C)C)C1CCC(CC1)(F)F |&1:11| tert-butyl ((2-(((RS)-5-((tert-butoxycarbonyl)(4,4-difluorocyclohexyl)amino)-2-methylpentyl)oxy)-4-methylphenyl)sulfonyl)-L-prolinate